1-cyano-2,2'-azobis[2-(2-imidazolin-2-yl)propane] dihydrochloride Cl.Cl.C(#N)CC(C)(C=1NCCN1)N=NC(C)(C)C=1NCCN1